CC(C=C)C1=CC2=CC=C(C=C2C=C1)OC 2-(1-Methyl-2-propenyl)-6-methoxynaphthalene